C(C)P([O-])([O-])([O-])CCCCCC ethylhexylphosphit